4-(2,3-bis(benzyloxy)phenyl)-5,6-dihydro-1,2,4-triazine C(C1=CC=CC=C1)OC1=C(C=CC=C1OCC1=CC=CC=C1)N1C=NNCC1